3-(3-((tert-butyldimethylsilyl)oxy)prop-1-en-2-yl)-5-(3-ethoxy-4-methoxyphenyl)pyridine [Si](C)(C)(C(C)(C)C)OCC(=C)C=1C=NC=C(C1)C1=CC(=C(C=C1)OC)OCC